(2-((2-methoxyethoxy)methoxy)-5-bromophenyl)(pyridin-2-yl)methanone COCCOCOC1=C(C=C(C=C1)Br)C(=O)C1=NC=CC=C1